CC1=NOC(=C1)CC(=O)NC1=NNC(=C1)[C@H]1C[C@H](CC1)OC=1C(=NC=CC1)C 2-(3-methylisoxazol-5-yl)-N-(5-((1R,3S)-3-((2-methylpyridin-3-yl)oxy)cyclopentyl)-1H-pyrazol-3-yl)acetamide